C(C=1C(C(=O)OC)=CC=CC1)(=O)OCC#N Cyanomethyl methyl phthalate